FC=1C(=C(C(=O)O)C=CC1F)CSC1=CC=CC2=C1SC(=C2)F 3,4-difluoro-2-(((2-fluorobenzo[b]thiophen-7-yl)thio)methyl)benzoic acid